trichloroanisole COC1=C(C=C(C=C1Cl)Cl)Cl